C(C)(=O)OCCCCCCCC\C=C/C\C=C\C (Z,E)-9,12-tetradeca-dien-1-yl acetate